COC=1C(=NC(=NC1)C1CCN(CC1)C(=O)C=1N=C(C2=C(N1)OC(=C2)C)NC2(CC2)C)C [4-(5-methoxy-4-methylpyrimidin-2-yl)piperidine-1-carbonyl]-6-methyl-N-(1-methylcyclopropyl)furo[2,3-d]pyrimidin-4-amine